C1=C(C=CC=2OC3=C(C21)C=CC=C3)[C@@H](C)NC3=CN=C(N(C3=O)CC(=O)O)C3=CC=C(C=C3)O[C@H]3[C@@H]2[C@H](OC3)[C@@H](CO2)O 2-(5-(((R)-1-(dibenzo[b,d]furan-2-yl)ethyl)amino)-2-(4-(((3R,3aR,6R,6aR)-6-hydroxyhexahydrofuro[3,2-b]furan-3-yl)oxy)phenyl)-6-oxopyrimidin-1(6H)-yl)acetic acid